[N+](=O)([O-])C=1C(=C(C(=CC1)C)C)[N+](=O)[O-] dinitroo-xylene